5-(5-(6-(4-methylpiperazin-1-yl)pyridin-3-yl)-1H-pyrrolo[2,3-b]pyridin-3-yl)-N-(pyridin-3-yl)pyrazolo[1,5-a]pyridine-3-carboxamide CN1CCN(CC1)C1=CC=C(C=N1)C=1C=C2C(=NC1)NC=C2C2=CC=1N(C=C2)N=CC1C(=O)NC=1C=NC=CC1